5-[[2-[(2R,5S)-5-methyl-2-(4-Sulfamoylphenyl)-1-piperidyl]-2-oxo-acetyl]amino]pyridine-3-carboxamide C[C@H]1CC[C@@H](N(C1)C(C(=O)NC=1C=C(C=NC1)C(=O)N)=O)C1=CC=C(C=C1)S(N)(=O)=O